CC1=C(C=C(C(=O)NC2=CC(=CC(=C2)C(F)(F)F)N2C=NC(=C2)C)C=C1)NC1=NC=CC(=N1)C=1C=NC=CC1 4-methyl-N-[3-(4-methyl-imidazol-1-yl)-5-trifluoromethyl-phenyl]-3-(4-pyridin-3-yl-pyrimidin-2-ylamino)-benzamide